(R)-2-methyl-n-propylidenepropane-2-sulfinamide CC(C=C[C@@H](C)S(=O)N)C